2-(4,6-difluoro-1H-indole-2-carbonyl)-N-(4-hydroxy-3-oxo-1-(2-oxopyrrolidin-3-yl)butan-2-yl)-2-azabicyclo[2.2.2]octane-3-carboxamide FC1=C2C=C(NC2=CC(=C1)F)C(=O)N1C2CCC(C1C(=O)NC(CC1C(NCC1)=O)C(CO)=O)CC2